[N+](=O)([O-])C=1C=C(C=2C=CC=NC2C1)C(=O)O 7-Nitroquinoline-5-carboxylic acid